1-[4-(N,N-di-tert-butylamino)phenyl]-1-(4'-dimethylsilanylphenyl)ethylene C(C)(C)(C)N(C(C)(C)C)C1=CC=C(C=C1)C(=C)C1=CC=C(C=C1)[SiH](C)C